COC(CC)=O.[Zn] zinc methylpropionate